3-(benzyloxy)-6-(4-((5-(2-((tert-butyldimethylsilyl)oxy)ethoxy)pyridin-3-yl)methoxy)-2-methoxy-7-((2-(trimethylsilyl)ethoxy)methyl)-7H-pyrrolo[2,3-d]pyrimidin-5-yl)quinoline C(C1=CC=CC=C1)OC=1C=NC2=CC=C(C=C2C1)C1=CN(C=2N=C(N=C(C21)OCC=2C=NC=C(C2)OCCO[Si](C)(C)C(C)(C)C)OC)COCC[Si](C)(C)C